1,2,6,7-tetra(4-carboxyphenyl)pyrene C(=O)(O)C1=CC=C(C=C1)C1=C(C=C2C=CC3=C(C(=CC4=CC=C1C2=C34)C3=CC=C(C=C3)C(=O)O)C3=CC=C(C=C3)C(=O)O)C3=CC=C(C=C3)C(=O)O